pentadecane-3,3-diol CCC(CCCCCCCCCCCC)(O)O